9,10-bis[4-(2,2-diphenylethenyl)-phenyl]anthracene C1(=CC=CC=C1)C(=CC1=CC=C(C=C1)C=1C2=CC=CC=C2C(=C2C=CC=CC12)C1=CC=C(C=C1)C=C(C1=CC=CC=C1)C1=CC=CC=C1)C1=CC=CC=C1